(2-cyclopropyl-4-fluorophenyl)(3-(2-cyclopropyl-1,3-oxazol-5-yl)-5,6-dihydro-[1,2,4]triazolo[4,3-a]pyrazin-7(8H)-yl)methanone C1(CC1)C1=C(C=CC(=C1)F)C(=O)N1CC=2N(CC1)C(=NN2)C2=CN=C(O2)C2CC2